C/C(=C/C(C)=O)/O[Cu]O\C(=C/C(C)=O)\C bis[(Z)-1-methyl-3-oxo-but-1-enoxy]copper